2-cyanoethyl acrylate C(C=C)(=O)OCCC#N